NCC(CN1CC2=CC=C(C(=C2CC1)Cl)OCC1=C(N=CO1)C)O 1-amino-3-(5-chloro-6-((4-methyloxazol-5-yl)methoxy)-3,4-dihydroisoquinolin-2(1H)-yl)propan-2-ol